C(C)(C)(C)OC(NC(C)(C)C1C(NCC1)=O)=O (2-(2-Oxopyrrolidin-3-yl)propan-2-yl)carbamic acid tert-butyl ester